4-(4-chloro-2-fluorophenyl)-2-((2S,4S)-2-(1-cyclopropyl-1H-pyrazol-4-yl)tetrahydro-2H-pyran-4-yl)-6,7-dimethylpteridine ClC1=CC(=C(C=C1)C1=NC(=NC2=NC(=C(N=C12)C)C)[C@@H]1C[C@H](OCC1)C=1C=NN(C1)C1CC1)F